S1C(=CC=C1)C1=NN=C(O1)CN [5-(thiophen-2-yl)-1,3,4-oxadiazol-2-yl]Methylamine